Cl.COC1=CC=C(C=C1)C1=CN=C2N1C=CN=C2NC2=CC(=C(C=C2)C=O)C (4-((3-(4-methoxyphenyl)imidazo[1,2-a]pyrazin-8-yl)amino)-2-methylphenyl)methanone hydrochloride